2,5-dimethoxy-4-(trifluoromethylphenyl)piperidine COC1NCC(C(C1)C1=C(C=CC=C1)C(F)(F)F)OC